C(C)OC(CC(CC1CC[C@H](N1C(=O)OC(C)(C)C)C(=O)OC)=O)=O 1-(Tert-butyl) 2-methyl (2S)-5-(4-ethoxy-2,4-dioxobutyl)pyrrolidine-1,2-dicarboxylate